(E)-4-(4-chlorobutan-2-enamido)-3-cyano-N-(3-(2-ethyl-1-methyl-6-(trifluoromethyl)-1H-benzo[d]imidazol-5-yl)phenyl)benzamide ClC/C=C/C(=O)NC1=C(C=C(C(=O)NC2=CC(=CC=C2)C2=CC3=C(N(C(=N3)CC)C)C=C2C(F)(F)F)C=C1)C#N